ethyl-(benzyl)dipentyloxysilane C(C)[Si](OCCCCC)(OCCCCC)CC1=CC=CC=C1